1-N'-(4-fluorophenyl)-1-N-[4-(7-methoxy-6-pyridin-3-ylquinolin-4-yl)oxyphenyl]cyclopropane-1,1-dicarboxamide FC1=CC=C(C=C1)NC(=O)C1(CC1)C(=O)NC1=CC=C(C=C1)OC1=CC=NC2=CC(=C(C=C12)C=1C=NC=CC1)OC